C1(=CC=C(C=C1)CO)CO 1,4-xylylene glycol